4-((2-oxido-4-(pyridin-4-yl)-1,3,2-dioxaphosphinan-2-yl)amino)pyrimidin-2(1H)-one O=P1(OCCC(O1)C1=CC=NC=C1)NC1=NC(NC=C1)=O